(2R*,3S*)-2-amino-3-hydroxybutanoic acid N[C@@H](C(=O)O)[C@H](C)O |o1:1,5|